3,2-bithiophen S1C=C(C=C1)C=1SC=CC1